(S)-1-[(S)-1-({9-[(Dimethyl-amino)methyl]-3-aza-3-spiro[5.5]undecyl}carbonyl)-3-methylbutyl]-3-isobutyl-2-piperazinone CN(C)CC1CCC2(CCN(CC2)C(=O)[C@H](CC(C)C)N2C([C@@H](NCC2)CC(C)C)=O)CC1